N1(CCNCC1)CCN1NN=C2C(=C1)C=CC=C2 3-(2-(piperazin-1-yl)ethyl)benzo[D]1,2,3-triazine